C(CCCCCCC)C1=C(C=CC=C1)OP([O-])[O-] ortho-octylphenylphosphit